FC1(CCC(CC1)C1=NC(=NC2=NC(=C(N=C12)C)C)C1CC(OCC1)C=1C=CC(N(C1)C)=O)F 5-(4-(4-(4,4-difluorocyclohexyl)-6,7-dimethylpteridin-2-yl)tetrahydro-2H-pyran-2-yl)-1-methylpyridin-2(1H)-one